(3S,4R,5S)-5-((S)-2,2-dimethyl-1,3-dioxolan-4-yl)-3,4-dihydroxydihydrofuran CC1(OC[C@@H](O1)C1=C([C@H](CO1)O)O)C